2-Methyl-3-(2-furyl)propenal CC(C=O)=CC=1OC=CC1